2-(4-(1H-pyrazol-1-yl)phenyl)-5-methyl-4-((4-(2-(trifluoromethoxy)phenyl)-3,6-dihydropyridin-1(2H)-yl)methyl)oxazole N1(N=CC=C1)C1=CC=C(C=C1)C=1OC(=C(N1)CN1CCC(=CC1)C1=C(C=CC=C1)OC(F)(F)F)C